C(CCCCCCC\C=C/CCCCCCCC)(=O)O.C(CCCCCCC\C=C/CCCCCCCC)(=O)O.O=C1C(O)=C(O)[C@H](O1)[C@@H](O)CO L-ascorbic acid dioleate